(4R)-4-cyano-N-[[4-[(E)-1,2-difluoro-2-phenyl-vinyl]-2-pyridinyl]methyl]-4-methyl-isochroman-carboxamide C(#N)[C@@]1(COC(C2=CC=CC=C12)C(=O)NCC1=NC=CC(=C1)/C(=C(/C1=CC=CC=C1)\F)/F)C